O=C1NC(CCC1C=1C=CC(=NC1)N1CCC(CC1)CC(=O)O)=O 2-[1-[5-(2,6-dioxo-3-piperidyl)-2-pyridyl]-4-piperidyl]acetic acid